4-(4-tert-butylphenyl)-2-(4-methoxyphenyl)pyrrole C(C)(C)(C)C1=CC=C(C=C1)C=1C=C(NC1)C1=CC=C(C=C1)OC